4,4'-(3,3,5-trimethylcyclohexylidene)diphenol carbonate C(O)(=O)OC1=CC=C(C=C1)C1(CC(CC(C1)C)(C)C)C1=CC=C(C=C1)O